t-butyl(4-(ethylthio)-1-methyl-3-(7-(trifluoromethyl)imidazo[1,2-c]pyrimidin-2-yl)-1H-pyrazol-5-yl)(methyl)carbamate C(C)(C)(C)OC(N(C)C1=C(C(=NN1C)C=1N=C2N(C=NC(=C2)C(F)(F)F)C1)SCC)=O